6-chloro-2-((diphenylmethylene)amino)-8-fluoroquinoline-3-carbonitrile ClC=1C=C2C=C(C(=NC2=C(C1)F)N=C(C1=CC=CC=C1)C1=CC=CC=C1)C#N